5,5-dimethyl-4-((methyl-d3)amino)-5,7-dihydro-6H-pyrrolo[2,3-d]pyrimidin-6-one CC1(C(NC=2N=CN=C(C21)NC([2H])([2H])[2H])=O)C